C(=O)(O)CC(C)C1(C2=CC=CC=C2C=2C=CC=CC12)C(CC(=O)O)C 9,9-bis(2-carboxy-1-methylethyl)fluorene